N1(C=NC=C1)C=1C=C(C=C(C1)C(F)(F)F)NC(C1=CC(=C(C=C1)C)C#CC=1C=NC(=C(C1)Cl)N)=O N-(3-(1H-imidazol-1-yl)-5-(trifluoromethyl)phenyl)-3-((6-amino-5-chloropyridin-3-yl)ethynyl)-4-methylbenzamide